4-isocyanatobenzamidoethyl-sulfonate 5,6-dihydro-4H-pyrrolo[1,2-b]pyrazol-2-yl-trifluoromethanesulfonate N=1N2C(=CC1OS(=O)(=O)C(F)(F)F)CCC2.N(=C=O)C2=CC=C(C(=O)NCCS(=O)(=O)O)C=C2